COC(C(CC1=CC=C(C=C1)OC(C)C)NC1[C@@H]2CNC[C@H]12)=O (((1R,5S,6S)-3-azabicyclo[3.1.0]hex-6-yl)amino)-3-(4-isopropoxyphenyl)propionic acid methyl ester